O1C=C(C=C1)/C=C/C=C/C=O (2E,4E)-5-(3-Furanyl)-2,4-pentadienal